ON=C(C(=O)OCC)C(CCC(=O)OCC)=O diethyl (hydroxyimino)-3-oxoadipate